1-(Methylsulfanyl)ethane-1-imine CSC(C)=N